ClC=1N=C2N(N=CC=C2)C1C(=O)N[C@H]1[C@@H](CC1)OC Chloro-N-((1R,2R)-2-methoxycyclobutyl)imidazo[1,2-b]pyridazine-3-carboxamide